C(#N)C=1C=C(C=CC1)C1=NN(C(C2=C1OC(=C2)C(F)F)=O)CC(=O)N(C)C2=CC1=C(OC(O1)(F)F)C=C2 2-(7-(3-cyanophenyl)-2-(difluoromethyl)-4-oxofuro[2,3-d]pyridazin-5(4H)-yl)-N-(2,2-difluorobenzo[d][1,3]dioxol-5-yl)-N-methylacetamide